3-((4-(dihydroxyboranyl)phenyl)methyl)-1,3-benzodiazole-5-carboxylic acid trifluoroacetic acid salt FC(C(=O)O)(F)F.OB(C1=CC=C(C=C1)CN1C=NC2=C1C=C(C=C2)C(=O)O)O